C(C)(C)(C)C=1C(=C(C=C(C1)OCCC[SiH2]C=C(C)C)N1N=C2C(=N1)C=CC(=C2)OC)O 2-[3'-tert-butyl-5'-(3''-dimethylvinylsilanylpropoxy)-2'-hydroxyphenyl]-5-methoxybenzotriazole